4-amino-3,5-dibromo-L-phenylalanine methyl ester COC([C@@H](N)CC1=CC(=C(C(=C1)Br)N)Br)=O